OCC=1C=C(CC(C(=O)O)CCCCCC\C=C/C\C=C/CCCCC)C=C(C1)CO 3,5-bis(hydroxymethyl)benzyl-(9Z,12Z)-octadec-9,12-dienoic acid